C(C)(C)(C)OC(=O)NC(CC(C(=O)O)(C)C)CC1=CC(=C(C=C1)F)N(CC1=CC=CC=C1)CC1=CC=CC=C1 4-{[(tert-Butoxy)carbonyl]amino}-5-[3-(dibenzylamino)-4-fluorophenyl]-2,2-dimethylpentanoic acid